COC(C(O[Si](C1=CC=CC=C1)(C1=CC=CC=C1)C(C)(C)C)C1=CC(=CC=C1)Br)=O 2-(3-bromophenyl)-2-((tert-butyldiphenylsilyl)oxy)acetic acid methyl ester